BrC=1C=C(ONC(OC(C)(C)C)=O)C=C(C1)C(F)(F)F tert-Butyl N-[3-bromo-5-(trifluoromethyl)phenoxy]carbamate